1-(4-Hydroxyphenyl)-3-[4-[(4-methyl-1,2,4-triazol-3-yl)thio]-3-nitrophenyl]-2-propen-1-one OC1=CC=C(C=C1)C(C=CC1=CC(=C(C=C1)SC1=NN=CN1C)[N+](=O)[O-])=O